dibutyl-1,3-propanediol C(CCC)C(CO)(CO)CCCC